2-(3-(3,6-diphenyl-5-(6-phenylpyridin-3-yl)pyrazin-2-yl)phenyl)-4,6-diphenyl-1,3,5-triazine C1(=CC=CC=C1)C=1C(=NC(=C(N1)C=1C=NC(=CC1)C1=CC=CC=C1)C1=CC=CC=C1)C=1C=C(C=CC1)C1=NC(=NC(=N1)C1=CC=CC=C1)C1=CC=CC=C1